9,9',9''-(4-([1,1':3',1''-terphenyl]-2'-yl)-5-(1,8-dimethyl-9H-carbazol-9-yl)pyridine-2,3,6-triyl)tris(9H-carbazole) C1(=CC=CC=C1)C1=C(C(=CC=C1)C1=CC=CC=C1)C1=C(C(=NC(=C1N1C2=C(C=CC=C2C=2C=CC=C(C12)C)C)N1C2=CC=CC=C2C=2C=CC=CC12)N1C2=CC=CC=C2C=2C=CC=CC12)N1C2=CC=CC=C2C=2C=CC=CC12